CC=1N=CN=NC1C 5,6-dimethyl-1,2,4-triazin